CCCCCCCCCCCCCCCCCCCCCCCC(=O)N[C@@H](COP(=O)([O-])OC1[C@@H]([C@H](C([C@H]([C@H]1O)O)O)O)O)[C@@H]([C@H](CCCCCCCCCCCCCC)O)O The molecule is an inositol phosphophytoceramide(1-) having a tetracosanoyl group attached to the ceramide nitrogen. Major species at pH 7.3. It is a conjugate base of an Ins-1-P-Cer(t18:0/24:0).